2-(2-(cyclopropanesulfonylamino)pyrimidin-4-yl)-N-(4-(6-isopropoxypyrazin-2-yl)phenyl)butyramide C1(CC1)S(=O)(=O)NC1=NC=CC(=N1)C(C(=O)NC1=CC=C(C=C1)C1=NC(=CN=C1)OC(C)C)CC